1-(but-3-yn-1-yl)piperidine C(CC#C)N1CCCCC1